BrC=1C(=NC(=NC1)Cl)NC1=CC=C(C(=C1P(C)(C)=O)C)C (6-((5-bromo-2-chloropyrimidin-4-yl)amino)-2,3-dimethylphenyl)dimethylphosphine oxide